ClC=1C=CC2=C(C=C(O2)B(O)O)C1 5-CHLOROBENZOFURAN-2-YLBORONIC ACID